4-(4-(6-(((1R,3S,5S)-1,5-dimethyl-8-azabicyclo[3.2.1]octan-3-yl)(methyl)amino)pyridazin-3-yl)-2-fluoro-5-hydroxyphenyl)methylpyridin-2(1H)-one C[C@]12CC(C[C@](CC1)(N2)C)N(C2=CC=C(N=N2)C2=CC(=C(C=C2O)CC2=CC(NC=C2)=O)F)C